[C@@H]1(C[C@H](O)[C@@H](CO)O1)N1C=NC=2C(O)=NC=NC12 2'-deoxyInosine